[2H]C([2H])([2H])[Si](C([2H])([2H])[2H])(C([2H])([2H])[2H])N(C)C(=O)C(F)(F)F N-methyl-N-(trimethyl-d9-silyl)trifluoroacetamide